C1(=CC=CC=C1)[B-](C1=CC=CC=C1)(C1=CC=CC=C1)C1=CC=CC=C1.C(CCC)[NH+](CCCC)CCCC tributylammonium tetra(phenyl)borate salt